diaminobutyryl-hydroxythreonine NC(CCC(=O)N([C@@H]([C@H](O)C)C(=O)O)O)N